FC=1C=C(C=CC1)N1C(NC(C12CCN(CC2)C(=O)OC(C)(C)C)=O)=O tert-butyl 1-(3-fluorophenyl)-2,4-dioxo-1,3,8-triazaspiro[4.5]decan-8-carboxylate